Cl.NC1C2CN(C(C1)C2)C2=NC(=C(C=1N2C=CN1)C=1C=CC(=C(OC(CCC(=O)NO)CCC)C1)O)C1=CC(=C(C=C1)C#N)F 4-(5-(5-(5-Amino-2-azabicyclo[2.2.1]heptan-2-yl)-7-(4-cyano-3-fluorophenyl)imidazo[1,2-c]pyrimidin-8-yl)-2-hydroxyphenoxy)-N-hydroxyheptanamide hydrochloride